tert-butyl 3-(6-chloro-8-fluoro-7-(8-fluoro-3-(methoxymethoxy)naphthalen-1-yl)-2-(((S)-methylpyrrolidin-2-yl)methoxy)quinazolin-4-yl)-3,8-diazabicyclo[3.2.1]octane-8-carboxylate ClC=1C=C2C(=NC(=NC2=C(C1C1=CC(=CC2=CC=CC(=C12)F)OCOC)F)OC[C@H]1N(CCC1)C)N1CC2CCC(C1)N2C(=O)OC(C)(C)C